monosodium mono-tetradecylphosphate C(CCCCCCCCCCCCC)OP(=O)([O-])O.[Na+]